(R)-2-(dimethylamino)-1,3,2-oxathiaphospholane 2-sulfide CN([P@@]1(OCCS1)=S)C